N(=[N+]=[N-])C[C@@H](COC1C(N(CC1)C1CCN(CC1)C1=NC=C(C=N1)C(F)(F)F)=O)NC1=C(C(N(N=C1)CC1=CC=C(C=C1)OC)=O)C(F)(F)F 5-(((2S)-1-azido-3-((2-oxo-1-(1-(5-(trifluoromethyl)pyrimidin-2-yl)piperidin-4-yl)pyrrolidin-3-yl)oxy)propan-2-yl)amino)-2-(4-methoxybenzyl)-4-(trifluoromethyl)pyridazin-3(2H)-one